1-((7-chloro-1,2,3,4-tetrahydro-1-naphthalenyl)methyl)-3-((1R,2R,4S)-7-cyano-7-azabicyclo[2.2.1]heptan-2-yl)urea ClC1=CC=C2CCCC(C2=C1)CNC(=O)N[C@H]1[C@H]2CC[C@@H](C1)N2C#N